2-ethyl-N,5-dimethoxybenzamide C(C)C1=C(C(=O)NOC)C=C(C=C1)OC